C1(CCCCC1)NC(C(C(=O)N[C@@H](CC(C)C)OB(O)O)C)=O ((1R)-1-(3-(cyclohexylamino)-2-methyl-3-oxopropionamido)-3-methylbutyl)boric acid